CN(C(=O)[C@H]1CC12CCN(CC2)C(=O)OC(C(F)(F)F)C(F)(F)F)C2=NC=CN=C2 1,1,1,3,3,3-Hexafluoropropan-2-yl (S)-1-(methyl(pyrazin-2-yl)carbamoyl)-6-azaspiro[2.5]octan-6-carboxylat